ClC1=CC=C(C=C1)C1N(C(C2=CC=CC=C12)=O)CC1=NC=C(C=C1)Cl 3-(4-chlorophenyl)-2-((5-chloropyridin-2-yl)methyl)isoindolin-1-one